(S)-N-(2-(cyclopropylamino)-1-phenylethyl)-3-(pyridin-4-yl)-1-trityl-1,7-dihydroimidazo[4,5-f]indazole-6-carboxamide C1(CC1)NC[C@H](C1=CC=CC=C1)NC(=O)C=1NC2=C(C=C3C(=NN(C3=C2)C(C2=CC=CC=C2)(C2=CC=CC=C2)C2=CC=CC=C2)C2=CC=NC=C2)N1